[Cl-].[NH+]=1NC=C2C=CC=CC12 indazolium chloride salt